2-(furan-2-yl)-N5-(4-((tetrahydro-2H-pyran-4-yl)amino)phenethyl)-[1,2,4]triazolo[1,5-a][1,3,5]triazine-5,7-diamine O1C(=CC=C1)C1=NN2C(N=C(N=C2N)NCCC2=CC=C(C=C2)NC2CCOCC2)=N1